[BH4-].[Na+].C[C@H]1CC[C@@H](NC1)C=1C=CC2=C(N=C(S2)C2CN(C(C2)(C)C)C)C1 5-((2R,5S)-5-methylpiperidin-2-yl)-2-(1,5,5-trimethylpyrrolidin-3-yl)benzo[d]thiazole Sodium borohydride